BrC1=CC=2N(C(C(=C(N2)C(F)(F)F)I)=O)C=C1 8-bromo-3-iodo-2-(trifluoromethyl)-4H-pyrido[1,2-a]pyrimidin-4-one